FC(C(=O)O)(F)F.N1CC(CC1)O pyrrolidin-3-ol trifluoroacetate